Ethyl 1-ethyl-6-fluoro-8-[(4-methylphenyl)sulfonyloxymethyl]-4-oxo-8,9-dihydro-7H-cyclopenta[h]quinoline-3-carboxylate C(C)N1C=C(C(C2=CC(=C3C(=C12)CC(C3)COS(=O)(=O)C3=CC=C(C=C3)C)F)=O)C(=O)OCC